COC1=C(C=C(C=C1)S(=O)(=O)C)N1N=C(C=2C=NC(=CC21)C=2C=NN1C2N=CC=C1)CNC 1-(1-(2-methoxy-5-(methylsulfonyl)phenyl)-6-(pyrazolo[1,5-a]pyrimidin-3-yl)-1H-pyrazolo[4,3-c]pyridin-3-yl)-N-methylmethanamine